4-(pyridin-3-yl)-4H-chromene-3-carboxylate N1=CC(=CC=C1)C1C(=COC2=CC=CC=C12)C(=O)[O-]